CC=1CC[C@H]([C@@H](C1)C=1C(=CC(=CC1O)C(C)(CCCCCC)C)O)C(=C)C (1'R,2'R)-5'-methyl-4-(2-methyloctane-2-yl)-2'-(prop-1-en-2-yl)-1',2',3',4'-Tetrahydro-[1,1'-biphenyl]-2,6-diol